aluminium (III) glycinate NCC(=O)[O-].[Al+3].NCC(=O)[O-].NCC(=O)[O-]